difluoro-2,2'-binaphthyl FC=1C(=C(C2=CC=CC=C2C1)F)C1=CC2=CC=CC=C2C=C1